methyl 2-(diethoxyphosphoryl)acetate C(C)OP(=O)(OCC)CC(=O)OC